C(C1CO1)OCCCC1=C(C=CC=C1)[Si](C)(C)C (glycidoxy)propyl-trimethyl-phenylsilane